N[C@H](C(=O)NCCNC(C1=C(C=C(C=C1)NC=1C=2N(C=CN1)C(=CN2)C2=C(C(=C(C=C2)OC)F)F)CC)=O)CCCNC(=N)N N-[2-[[(2S)-2-amino-5-guanidino-pentanoyl]amino]ethyl]-4-[[3-(2,3-difluoro-4-methoxy-phenyl)imidazo[1,2-a]pyrazin-8-yl]amino]-2-ethyl-benzamide